[(4-Chloro-3-methoxyphenyl)methyl]-3-{5-methyl-[1,2,4]triazolo[1,5-a]pyrimidin-7-yl}piperidine ClC1=C(C=C(C=C1)CN1CC(CCC1)C1=CC(=NC=2N1N=CN2)C)OC